2-(2,4-difluorobenzyl)-2-ethylmalonic acid FC1=C(CC(C(=O)O)(C(=O)O)CC)C=CC(=C1)F